3-Z-[1-(4-(N-(2-dimethylamino-ethyl)-N-methylsulfonyl-amino)-anilino)-1-phenyl-methylene]-6-ethoxycarbonyl-2-indolinone CN(CCN(S(=O)(=O)C)C1=CC=C(N\C(\C2=CC=CC=C2)=C\2/C(NC3=CC(=CC=C23)C(=O)OCC)=O)C=C1)C